CN Methylamin